N1=NC(=CC=C1)C(=O)N PYRIDAZIN-3-CARBOXAMIDE